ClC1=C(C=C(OC[C@H](CN2CCC(CC2)C(=O)NC2=NC3=CC=C(C=C3C=C2)Cl)O)C=C1)F (S)-1-(3-(4-chloro-3-fluorophenoxy)-2-hydroxypropyl)-N-(6-chloroquinolin-2-yl)piperidine-4-carboxamide